BrC=1C(=CC(=C(C1)C=1C(=C(C=CC1NS(=O)(=O)C1=CC(=CC(=C1)Cl)Cl)S(=O)(=O)N)CN1CC(CC1)O)C)F (5-bromo-4-fluoro-2-methylphenyl)-4-(3,5-dichlorophenyl-sulfonamido)-2-((3-hydroxypyrrolidin-1-yl)methyl)benzenesulfonamide